Cl.C(#C)NC1=CC=CC=C1 ethynylaniline hydrochloride